(2S,4S)-4-fluoro-1-[2-[4-[(7-methyl-4-quinolinyl)oxy]-1-piperidinyl]acetyl]pyrrolidine-2-carbonitrile F[C@H]1C[C@H](N(C1)C(CN1CCC(CC1)OC1=CC=NC2=CC(=CC=C12)C)=O)C#N